FC1=C(C=CC=C1[N+](=O)[O-])CC=1C(OC2=C(C1CC(=O)O)C=CC(=C2)OC2=NC=CC=N2)=O 2-[3-[(2-Fluoro-3-nitrophenyl)methyl]-2-oxo-7-pyrimidin-2-yloxybenzopyran-4-yl]acetic acid